NC1CN(C1)C=1N=C(NC(C1Cl)=O)C1=CC(=NC=C1)F 4-(3-aminoazetidin-1-yl)-5-chloro-2-(2-fluoro-4-pyridinyl)-1H-pyrimidin-6-one